tert-butyl 2-(2-(((benzyloxy)carbonyl)amino)ethoxy)acetate C(C1=CC=CC=C1)OC(=O)NCCOCC(=O)OC(C)(C)C